O=C(CC(=O)NS(=O)(=O)CC1=CC=CC=C1)C1=CC=C(C=C1)C 3-oxo-3-(p-tolyl)-N-toluenesulfonylpropanamide